ClC=1C=NC(=C2C(C=C(N(C12)C1=C(C=C(C=C1Cl)C#CCN1CCOCC1)Cl)C)=O)OCCO 8-chloro-1-(2,6-dichloro-4-(3-morpholinoprop-1-yn-1-yl)phenyl)-5-(2-hydroxyethoxy)-2-methyl-1,6-naphthyridin-4(1H)-one